2-Methyl-N-(1-(naphthalen-1-yl)cyclopropyl)-5-(pyrrolidin-3-yl)benzamide CC1=C(C(=O)NC2(CC2)C2=CC=CC3=CC=CC=C23)C=C(C=C1)C1CNCC1